(1aS,7bR)-2-hydroxy-5-({1-[(1H-1,2,4-triazol-3-yl)methyl]azetidin-3-yl}oxy)-1,1a,2,7b-tetrahydrocyclopropa[c][1,2]benzoxaborinine-4-carboxylic acid OB1OC2=C([C@H]3[C@@H]1C3)C=CC(=C2C(=O)O)OC2CN(C2)CC2=NNC=N2